OC1C=C(C(O1)=O)C 5-hydroxy-3-methyl-2,5-dihydrofuran-2-one